(Z)-7-(2,4-dioxo-5-(quinolin-7-ylmethylene)thiazolidin-3-yl)heptanoic acid O=C1S\C(\C(N1CCCCCCC(=O)O)=O)=C/C1=CC=C2C=CC=NC2=C1